N-[(3S)-3-Aminopyrrolidin-1-yl]sulfonyl-6-(3-isopropoxyphenyl)-2-[(4S)-2,2,4-trimethylpyrrolidin-1-yl]pyridin-3-carboxamid N[C@@H]1CN(CC1)S(=O)(=O)NC(=O)C=1C(=NC(=CC1)C1=CC(=CC=C1)OC(C)C)N1C(C[C@@H](C1)C)(C)C